COC=1C=C(C=C(C1)OC)CCC(O)C1=C(C=C(C=C1)O)O 4-(3-(3,5-dimethoxyphenyl)-1-hydroxypropyl)benzene-1,3-diol